tin-zinc-cobalt [Co].[Zn].[Sn]